C(C)OC(=O)C1=CC=C2CCN(CC2=C1)C(=O)OC(C)(C)C 3,4-dihydroisoquinoline-2,7(1H)-dicarboxylic acid 2-tert-butyl 7-ethyl ester